tert-butyl (2-((5-iodopyrimidin-2-yl)oxy)ethyl)carbamate IC=1C=NC(=NC1)OCCNC(OC(C)(C)C)=O